C(C1=CC=CC=C1)OC1=C(C=CC(=C1)[N+](=O)[O-])F 2-(benzyloxy)-1-fluoro-4-nitrobenzene